(S)-3-((6-((S)-1-(Chloromethyl)-5-hydroxy-1,2-dihydro-3H-benzo[e]indol-3-yl)-6-oxohexyl)oxy)-2-methoxy-8-(thiophen-3-yl)-7,10-dihydrobenzo[e]pyrido[1,2-a][1,4]diazepin-12(6aH)-one ClC[C@@H]1CN(C=2C=C(C3=C(C12)C=CC=C3)O)C(CCCCCOC=3C(=CC1=C(N=C[C@H]2N(C1=O)CC=C(C2)C2=CSC=C2)C3)OC)=O